3-chloro-7,10-diphenylphenanthro[9,10-e][1,2,4]triazine ClC=1N=NC2=C(N1)C=1C=CC(=CC1C=1C=C(C=CC12)C1=CC=CC=C1)C1=CC=CC=C1